2-chloro-1,3-di-bromobenzene ClC1=C(C=CC=C1Br)Br